tert-butyl (1R,5S)-3,6-diazabicyclo[3.2.0]heptane-6-carboxylate [C@@H]12CNC[C@H]2N(C1)C(=O)OC(C)(C)C